COCC#CC(=O)N1CCN(CC1)C1=NC=C(C=N1)NC1=CC=C(C=C1)C1=CC2=C(N=CN=C2N2CCOCC2)N1 4-methoxy-1-(4-(5-((4-(4-morpholino-7H-pyrrolo[2,3-d]pyrimidin-6-yl)phenyl)amino)pyrimidin-2-yl)piperazin-1-yl)but-2-yn-1-one